3-(4-Fluoro-2-(trifluoromethyl)benzyl)-2-iodo-5,6-dihydroimidazo[1,2-a]pyrazine-7(8H)-carboxylic acid tert-butyl ester C(C)(C)(C)OC(=O)N1CC=2N(CC1)C(=C(N2)I)CC2=C(C=C(C=C2)F)C(F)(F)F